C(C=C)(=O)NC(CC)S(=O)(=O)O acrylamido-propanesulfonic acid